C(C)(C)(C)OC(=O)N1CCC(CC1)N1N=CC(=C1)C=1C=NC(=C(C1)C=1OC(=NN1)C=1SC=CN1)N 4-(4-(6-amino-5-(5-(thiazol-2-yl)-1,3,4-oxadiazol-2-yl)pyridin-3-yl)-1H-pyrazol-1-yl)piperidine-1-carboxylic acid tert-butyl ester